methyl (2R,3S,5R)-3-amino-2-(((6-(5-chloropyrimidin-2-yl)bicyclo[4.1.0]heptan-3-yl)oxy)methyl)-5-methylpyrrolidine-1-carboxylate N[C@@H]1[C@@H](N([C@@H](C1)C)C(=O)OC)COC1CC2CC2(CC1)C1=NC=C(C=N1)Cl